dichloro(2-picolinic acid) gold [Au].ClC1=C(C(=NC=C1)C(=O)O)Cl